C[C@H]1CN(C[C@H](O1)C)C=1C=CC=2N(N1)C(=CN2)C=2C=NN(C2)C2=CC=CC=C2 (2S,6R)-2,6-dimethyl-4-(3-(1-phenyl-1H-pyrazol-4-yl)imidazo[1,2-b]pyridazin-6-yl)morpholine